N[C@@H]1CN(C[C@@H](C1)C)C1=C(C=NC=C1)NC(=O)C=1C(=C(C(=CC1)F)C1=C(C=C(C=C1F)N1CCN(CCC1)C)F)F N-(4-((3S,5R)-3-amino-5-methylpiperidin-1-yl)pyridin-3-yl)-2,2',6,6'-tetrafluoro-4'-(4-methyl-1,4-diazepan-1-yl)-[1,1'-biphenyl]-3-carboxamide